S1[C-]=NC2=C1C=1C=CC=CC1OC2 4H-chromeno[3,4-d]thiazoleid